[6-METHOXY-1-TOSYLINDOL-3-YL]BORONIC ACID COC1=CC=C2C(=CN(C2=C1)S(=O)(=O)C1=CC=C(C)C=C1)B(O)O